C(CCCCC(C)C)(=O)[O-].[Gd+3].C(CCCCC(C)C)(=O)[O-].C(CCCCC(C)C)(=O)[O-] Gadolinium isooctanoate